2-(3,5-dimethylisoxazol-4-yl)-N-(5-{[(2s,5r)-2,5-dimethyl-4-(tetrahydro-2H-pyran-4-ylmethyl)piperazin-1-yl]carbonyl}-6,6-dimethyl-1,4,5,6-tetrahydropyrrolo[3,4-c]pyrazol-3-yl)acetamide CC1=NOC(=C1CC(=O)NC=1C2=C(NN1)C(N(C2)C(=O)N2[C@H](CN([C@@H](C2)C)CC2CCOCC2)C)(C)C)C